IC1=NN(C2=C1CN(CC2)C(=O)OC(C)(C)C)C([2H])([2H])[2H] tert-butyl 3-iodo-1-(methyl-d3)-1,4,6,7-tetrahydro-5H-pyrazolo[4,3-c]pyridine-5-carboxylate